C(COCC(=S)OCC1CO1)(=S)OCC1CO1 dithiodiglycolic acid, diglycidyl ester